CN(CC(C)N1C=C(C(C=2C=C(C=NC12)B(O)O)=O)C(=O)OCC)C [8-[2-(dimethylamino)-1-methyl-ethyl]-6-ethoxycarbonyl-5-oxo-1,8-naphthyridin-3-yl]boronic acid